COCCN1N=CC(=C1C)C1=CC=C(C=C1)B1OC(C(O1)(C)C)(C)C 1-(2-methoxyethyl)-5-methyl-4-[4-(4,4,5,5-tetramethyl-1,3,2-dioxaborolan-2-yl)phenyl]pyrazole